CC(C)(C)OC(=O)NC1CCC(CC1)C(=O)OC (1r,4r)-Methyl 4-((tert-butoxycarbonyl)amino)cyclohexanecarboxylate